FC(C=1C=NC(=NC1)NC1CCN(CC1)S(=O)(=O)Cl)(F)F 4-((5-(trifluoromethyl)pyrimidin-2-yl)amino)piperidine-1-sulfonyl chloride